OC1=CC=C(C=C1)CCC=1C=C(C(=C(C1)O)[C@@H]1[C@@H](CCC(=C1)C)C(=C)C)O (1'S,2'R)-4-(4-hydroxyphenylethyl)-5'-methyl-2'-(prop-1-en-2-yl)-1',2',3',4'-tetrahydro-[1,1'-biphenyl]-2,6-diol